CN(CCOC(C1=CN=C(C=C1)NC1=NC=CC(=C1)OC1=C(N=C(S1)CC)C1=NC(=CC=C1)C)=O)C 2-(Dimethylamino)ethyl-6-((4-((2-ethyl-4-(6-methylpyridin-2-yl)thiazol-5-yl)oxy)pyridin-2-yl)amino)nicotinate